FC(C=1C=C(C=C(C1)C(F)(F)F)N1N=C(N=C1)C1=CC(=C(N)C=C1)C)(F)F 4-(1-(3,5-bis(trifluoromethyl)phenyl)-1H-1,2,4-triazol-3-yl)-2-methylaniline